ClC1=CC=C(CNC(=O)NC2CC3(C2)CC(C3)OC=3C=NC=CC3)C=C1 1-(4-chlorobenzyl)-3-(6-(pyridin-3-yloxy)spiro[3.3]heptan-2-yl)urea